The molecule is a docosanoid anion that is the conjugate base of (4Z,7Z,13Z,16Z,19Z)-10,11-epoxydocosapentaenoic acid, obtained by deprotonation of the carboxy group; major species at pH 7.3. It is a docosanoid anion and a long-chain fatty acid anion. It derives from a (4Z,7Z,10Z,13Z,16Z,19Z)-docosahexaenoate. It is a conjugate base of a (4Z,7Z,13Z,16Z,19Z)-10,11-epoxydocosapentaenoic acid. CC/C=C\\C/C=C\\C/C=C\\CC1C(O1)C/C=C\\C/C=C\\CCC(=O)[O-]